FC(COC=1C=C(C(=NC1)C1=CC2=C(N(C(OC2)=O)CC(C(F)(F)F)(F)F)C=N1)S(=O)CC)(C)F 6-[5-(2,2-difluoropropoxy)-3-ethylsulfinyl-2-pyridyl]-1-(2,2,3,3,3-pentafluoropropyl)-4H-pyrido[3,4-d][1,3]oxazin-2-one